ClC1=C(C=C2C(=N1)C(=NN2C2OCCCC2)/C=C/C(=O)OCC)Cl 2-ethyl (E)-3-(5,6-dichloro-1-(tetrahydro-2H-pyran-2-yl)-1H-pyrazolo[4,3-b]pyridin-3-yl)acrylate